The molecule is an N-acyl-4-hydroxy-15-methylhexadecasphinganine-1-phosphocholine in which the acyl group has 18 carbons and 0 double bonds and is 2-hydroxylated. It is a N-acyl-4-hydroxy-15-methylhexadecasphinganine-1-phosphocholine and a 15-methylhexadecaphytosphingosine. CCCCCCCCCCCCCCCCC(C(=O)N[C@@H](COP(=O)([O-])OCC[N+](C)(C)C)[C@@H]([C@@H](CCCCCCCCCCC(C)C)O)O)O